C(=C)[SiH2]C(OCC)OCC vinyldiethoxymethylsilane